(S)-4-hydroxy-4-(prop-1-yn-1-yl)-8-(1H-pyrazol-4-yl)-1,3,4,5-tetrahydro-6H-pyrano[4,3-b]thieno[3,2-d]pyridin-6-one O[C@@]1(COCC2=C1NC(C1=C2C=C(S1)C=1C=NNC1)=O)C#CC